FC(C(=O)N1CC2=CC(=C(C=C2CC1)O)[N+](=O)[O-])(F)F 2,2,2-trifluoro-1-(6-hydroxy-7-nitro-3,4-dihydroisoquinoline-2(1H)-yl)ethan-1-one